OXALATE LITHIUM [Li+].C(C(=O)[O-])(=O)[O-].[Li+]